C1=C(C=CC=2CCCCC12)B(O)O (5,6,7,8-tetrahydronaphthalen-2-yl)boronic acid